2-bromo-5-(trifluoromethyl)phenol BrC1=C(C=C(C=C1)C(F)(F)F)O